1-(2-(p-Tolyloxy)ethoxy)propan-2-yl 4-toluenesulfonate CC1=CC=C(C=C1)S(=O)(=O)OC(COCCOC1=CC=C(C=C1)C)C